2,4-dibromo-6-cyclopropyl-3-fluoro-phenylamine BrC1=C(C(=CC(=C1F)Br)C1CC1)N